ClC1=CC(=C(C(=C1)C(C)C)NC(=O)NS(=O)(=O)C=1C=2N=CC=NC2C=CC1)C(C)C N-((4-chloro-2,6-diisopropylphenyl)carbamoyl)quinoxaline-5-sulfonamide